(S)-3-(4-((4-((R)-2-acetoxy-3-chloropropoxy)-3,5-dichlorophenyl)sulfonyl)phenoxy)propane-1,2-diyl diacetate C(C)(=O)OC[C@H](COC1=CC=C(C=C1)S(=O)(=O)C1=CC(=C(C(=C1)Cl)OC[C@H](CCl)OC(C)=O)Cl)OC(C)=O